9-[4-({methyl[2-(methylamino)ethyl]amino}methyl)-1H-pyrazol-3-yl]spiro[4.5]decan-6-ol CN(CCNC)CC=1C(=NNC1)C1CCC(C2(CCCC2)C1)O